C[Si](C)(C)C#CC1=NC=C(C=C1)C#C[Si](C)(C)C 2,5-bis((trimethylsilyl)ethynyl)pyridine